5-chloro-2-(pyrimidin-2-yl)-1,8-naphthyridine ClC1=C2C=CC(=NC2=NC=C1)C1=NC=CC=N1